(S)-7-(ethyl-amino)-7-(5-(2-methylquinolin-6-yl)-1H-imidazol-2-yl)-1-(oxazol-2-yl)heptan-1-one C(C)N[C@@H](CCCCCC(=O)C=1OC=CN1)C=1NC(=CN1)C=1C=C2C=CC(=NC2=CC1)C